8-bromo-5-(difluoromethyl)-[1,2,4]triazolo[1,5-a]pyridine BrC=1C=2N(C(=CC1)C(F)F)N=CN2